tert-butyl (2-hydroxyethyl)(3-hydroxypropyl)carbamate OCCN(C(OC(C)(C)C)=O)CCCO